Cl.Cl.C[C@@H]1NC2(CC2)C[C@H](C1)OC1=CC=C(N=N1)C1=NC=C(C=C1O)C=1C=NN(C1)C([2H])([2H])[2H] |&1:3| 2-(6-{[(SR,7S)-5-methyl-4-azaspiro[2.5]octan-7-yl]oxy}pyridazin-3-yl)-5-[1-(2H3)methyl-1H-pyrazol-4-yl]pyridin-3-ol dihydrochloride